2-(2-chloro-6-fluorophenyl)-3-methyl-8-(1-((2-(trimethylsilyl)ethoxy)methyl)-1H-pyrazol-4-yl)-3H-imidazo[4,5-f]quinoxaline ClC1=C(C(=CC=C1)F)C=1N(C=2C(=C3N=C(C=NC3=CC2)C=2C=NN(C2)COCC[Si](C)(C)C)N1)C